CC1=C(OC=C1)C(=O)O methyl-furoic acid